4-morpholino-N-(pyridin-3-yl)pyrido[3',2':4,5]furo[3,2-d]pyrimidin-2-amine O1CCN(CC1)C=1C2=C(N=C(N1)NC=1C=NC=CC1)C1=C(O2)N=CC=C1